N,N-bis(3-methoxybenzyl)-4-((2-(2-((2-methylbenzyl)oxy)ethoxy)ethoxy)methyl)thiazol-2-amine COC=1C=C(CN(C=2SC=C(N2)COCCOCCOCC2=C(C=CC=C2)C)CC2=CC(=CC=C2)OC)C=CC1